NC1=C(C(=NC(=C1)C=1SC=CN1)C1=NC(=CC(=C1)OC(F)F)Cl)C#N 4-amino-6'-chloro-4'-(difluoromethoxy)-6-(thiazol-2-yl)-[2,2'-bipyridine]-3-nitrile